3-(3-methyl-5,6,7,8-tetrahydro-2,7-naphthyridin-4-yl)-5-(2-(pyrrolidin-1-yl)phenyl)-1,2,4-oxadiazole CC=1N=CC=2CNCCC2C1C1=NOC(=N1)C1=C(C=CC=C1)N1CCCC1